CC1=[N+](C=CC=C1)CC(CS(=O)(=O)O)O 2-methyl-1-(2-hydroxy-3-sulfopropyl)pyridinium